(tert-Butoxycarbonyl)-L-aspartic acid 4-tert-butyl ester C(C)(C)(C)OC(C[C@H](NC(=O)OC(C)(C)C)C(=O)O)=O